N-(4-(cyclopentyloxy)pyridin-2-yl)-5-(5-methyl-1H-pyrazol-4-yl)thiazolo[5,4-b]pyridin-2-amine C1(CCCC1)OC1=CC(=NC=C1)NC=1SC2=NC(=CC=C2N1)C=1C=NNC1C